1-(1-(2-fluoroacryloyl)azetidin-3-yl)-N-(1-methylpiperidin-4-yl)-3-(4-(trifluoromethyl)phenyl)-1H-indazole-7-carboxamide FC(C(=O)N1CC(C1)N1N=C(C2=CC=CC(=C12)C(=O)NC1CCN(CC1)C)C1=CC=C(C=C1)C(F)(F)F)=C